[Si](C)(C)(C(C)(C)C)O[C@@H](C(=O)[O-])CCCO (R)-2-(tert-butyldimethylsilyloxy)-5-hydroxypentanoate